NC=1N=NC(=CC1OCC(C1=CC=CC=C1)NC(OC(C)(C)C)=O)C1=C(C=CC=C1)O tert-butyl (2-((3-amino-6-(2-hydroxyphenyl)pyridazin-4-yl)oxy)-1-phenylethyl)carbamate